N1=CN=C(C2=C1NC=C2)CN2C(N(C(C2(C)C)=O)C2=CC=C(C=C2)SC(F)(F)F)=O 1-((7H-pyrrolo[2,3-d]pyrimidin-4-yl)methyl)-5,5-dimethyl-3-(4-((trifluoromethyl)thio)phenyl)imidazolidine-2,4-dione